(9S)-7-[3-chloro-4-(2,8-diazaspiro[4.5]decan-8-yl)phenyl]-4,5,9,13-tetramethyl-3-thia-1,8,11,12-tetrazatricyclo[8.3.0.02,6]trideca-2(6),4,7,10,12-pentaene ClC=1C=C(C=CC1N1CCC2(CCNC2)CC1)C=1C=2C(=C(SC2N2C(=NN=C2[C@@H](N1)C)C)C)C